OCC1=NC=C(C=N1)C1=CC=2C3=C(C=NC2C=C1)N(C(N3C3=CC(=C(C=C3)N3CCNCC3)C(F)(F)F)=O)C 8-(2-(hydroxymethyl)pyrimidin-5-yl)-3-methyl-1-(4-(piperazin-1-yl)-3-(trifluoromethyl)phenyl)-1,3-dihydro-2H-imidazo[4,5-c]quinolin-2-one